3,5-Dibromo-N-(quinolin-8-yl)thiophene-2-carboxamide BrC1=C(SC(=C1)Br)C(=O)NC=1C=CC=C2C=CC=NC12